3,4-dimethoxy-N-(2-(2-methylpyridin-4-yl)-1H-pyrrolo[3,2-c]pyridin-6-yl)benzamide COC=1C=C(C(=O)NC2=CC3=C(C=N2)C=C(N3)C3=CC(=NC=C3)C)C=CC1OC